(((3-chloro-1-(5-(2-chloro-4-isopropoxyphenyl)-1,2,4-oxadiazol-3-yl)-1H-indol-5-yl) methyl) amino) propionate C(CC)(=O)ONCC=1C=C2C(=CN(C2=CC1)C1=NOC(=N1)C1=C(C=C(C=C1)OC(C)C)Cl)Cl